NCCC1(O)[C@H](NC(C)=O)[C@@H](O)[C@H](O)[C@H](O1)CO β-aminoethyl-N-acetylglucosamine